(2S,4R)-1-((S)-2-(2-chloroacetamido)-3,3-dimethylbutanoyl)-4-hydroxy-N-(4-(4-methyl-λ3,3λ2-thiazol-5-yl)benzyl)pyrrolidine-2-carboxamide ClCC(=O)N[C@H](C(=O)N1[C@@H](C[C@H](C1)O)C(=O)NCC1=CC=C(C=C1)C1=C([N]C=[S]1)C)C(C)(C)C